2,2-dimethyltryptophan CC1(C(C[C@H](N)C(=O)O)=C2C=CC=CC2=N1)C